5-triisopropylsiloxycarbonyl-2-norbornene C(C)(C)[Si](OC(=O)C1C2C=CC(C1)C2)(C(C)C)C(C)C